ClC1=C(C=C(C=C1)N1CCN(CC1)C(=O)OC(C)(C)C)F tert-butyl 4-(4-chloro-3-fluorophenyl)piperazine-1-carboxylate